CC(C(=O)O)CCCCCCCCC methylnonylacetic acid